ClC=1C=C(OCC(=O)C2=CC=C(C=C2)C2=NOC(=N2)C(F)(F)F)C=C(C1)F 2-(3-chloro-5-fluorophenoxy)-1-(4-(5-(trifluoromethyl)-1,2,4-oxadiazol-3-yl)phenyl)ethan-1-one